N1C(OC2(C3=C1N=CN=C3)CCC2)=O spiro[cyclobutane-1,4'-pyrimido[4,5-d][1,3]oxazine]-2'(1'H)-one